(S)-2-((tert-butoxycarbonyl)(methyl)amino)hex-5-enoic acid C(C)(C)(C)OC(=O)N([C@H](C(=O)O)CCC=C)C